acryloyl-oxyethyl-methyl-diethoxysilane C(C=C)(=O)OCC[Si](OCC)(OCC)C